ClC1=NC=NC=C1OC1=C(C(=O)N(C(C)C)CC)C=C(C=C1)F 2-((4-Chloropyrimidin-5-yl)oxy)-N-ethyl-5-fluoro-N-isopropylbenzamide